COC(=O)C1=NC(=NC(=C1)NC1CCN(CC1)C(=O)OC(C)(C)C)C(F)(F)F 6-((1-(tert-butoxycarbonyl)piperidin-4-yl)amino)-2-(trifluoromethyl)pyrimidine-4-carboxylic acid methyl ester